Cl.C(C)(C)(C)NCC(=O)O 2-(tert-butylamino)acetic acid hydrochloride